C(#C)C1=C2C(=CC(=CC2=CC=C1F)O)C1=C(C=2N=C(N=C(C2C=N1)N(C[C@@H]1NCCC1)C)N1CCN(CC1)C)F (R)-5-ethynyl-6-fluoro-4-(8-fluoro-4-(methyl(pyrrolidin-2-ylmethyl)amino)-2-(4-methylpiperazin-1-yl)pyrido[4,3-d]pyrimidin-7-yl)naphthalen-2-ol